(S)-4-methyl-2-oxo-1,4-dihydro-2H-pyrimidin C[C@@H]1NC(NC=C1)=O